potassium 2,4,6-triisopropylbenzenesulfonate C(C)(C)C1=C(C(=CC(=C1)C(C)C)C(C)C)S(=O)(=O)[O-].[K+]